FC=1C=C(CN2CC3=C(CC2)N(N(C3=O)CC3=CC=C(C=C3)F)CCNC(CO)=O)C=C(C1)F N-(2-(5-(3,5-difluorobenzyl)-2-(4-fluorobenzyl)-3-oxo-2,3,4,5,6,7-hexahydro-1H-pyrazolo[4,3-c]pyridin-1-yl)ethyl)-2-hydroxyacetamide